ClC1=NC=C(C(=C1)C1=C(C=NC(=C1)C)C(=O)NC=1SC=2C(=NC=C(N2)N2[C@@H](COC[C@H]2C)C)N1)OC 2'-chloro-N-(6-((3R,5R)-3,5-dimethylmorpholino)thiazolo[4,5-b]pyrazin-2-yl)-5'-methoxy-6-methyl-[4,4'-bipyridine]-3-carboxamide